N[C@@H]1COCC1 (S)-3-aminotetrahydrofuran